(1R)-N-(7-fluoro-1,1-dimethyl-2,3-dihydro-1H-inden-5-yl)-2-((3-hydroxy-1,2-oxazol-5-yl)carbonyl)-6-(methoxymethyl)-1,2,3,4-tetrahydroisoquinoline-1-carboxamide FC=1C=C(C=C2CCC(C12)(C)C)NC(=O)[C@@H]1N(CCC2=CC(=CC=C12)COC)C(=O)C1=CC(=NO1)O